BrC1=CC=C(C=C1)[C@@H](C)O (1R)-1-(4-bromophenyl)ethanol